C(C=C)(=O)N1CCC(CC1)N[C@H]1CCC2=CC(=CC=C12)N1C(=NC=2C1=NC(=CC2)N2N=C(C=C2)C2(CC2)C#N)C=2C(=NC=CC2)N (S)-1-(1-(3-(1-((1-acryloylpiperidin-4-yl)amino)-2,3-dihydro-1H-inden-5-yl)-2-(2-aminopyridin-3-yl)-3H-imidazo[4,5-b]pyridin-5-yl)-1H-pyrazol-3-yl)cyclopropane-1-carbonitrile